5-ethynyl-6-fluoro-4-(8-fluoro-2-{[(2R,7aS)-2-fluorotetrahydro-1H-pyrrolizin-7a(5H)-yl]methoxy}-4-[(3R)-3-methoxypyrrolidin-1-yl]pyrido[4,3-d]pyrimidin-7-yl)naphthalen-2-ol C(#C)C1=C2C(=CC(=CC2=CC=C1F)O)C1=C(C=2N=C(N=C(C2C=N1)N1C[C@@H](CC1)OC)OC[C@]12CCCN2C[C@@H](C1)F)F